C(#N)C=1C(=NC(=NC1)N[C@H]1C[C@H](CCC1)N1C=NC=2C1=NC=C(C2)C#N)C=2C=NN(C2)C2CCC2 3-((1S,3R)-3-((5-cyano-4-(1-cyclobutyl-1H-pyrazol-4-yl)pyrimidin-2-yl)amino)cyclohexyl)-3H-imidazo[4,5-b]pyridine-6-carbonitrile